methyl 4-amino-2,6-dimethoxy-benzoate NC1=CC(=C(C(=O)OC)C(=C1)OC)OC